bis-[β-(4-azidosalicylamido) ethyl] disulfide N(=[N+]=[N-])C=1C=C(C(C(=O)NCCSSCCNC(C=2C(O)=CC(=CC2)N=[N+]=[N-])=O)=CC1)O